CS(=O)(=O)C1=CC=C(C=C1)C1=NN(C(=C1C)O)CC1CCOCC1 (4-Methanesulfonylphenyl)-4-methyl-1-(Oxan-4-ylmethyl)-1H-pyrazol-5-ol